NC/C(/CN1N=CN(C1=O)C1=NC=CC(=C1)C1=CC2=C(OCO2)C=C1)=C\F 2-[(2E)-2-(aminomethyl)-3-fluoroprop-2-en-1-yl]-4-[4-(1,3-benzodioxol-5-yl)pyridin-2-yl]-2,4-dihydro-3H-1,2,4-triazol-3-one